2,4-diaminodiphenylamine C1=CC=C(C=C1)NC2=C(C=C(C=C2)N)N